C(=O)(O)C1=CC=C(C=C1)N1C[C@@]2([C@@H](N[C@H]([C@@H]2C2=C(C(=CC=C2)Cl)F)C(=O)NC2=C(C=C(C(=O)O)C=C2)OC)CC(C)(C)C)C2=CC=C(C=C12)Cl 4-((2'S,3S,4'S,5'R)-1-(4-carboxyphenyl)-6-chloro-4'-(3-chloro-2-fluorophenyl)-2'-neopentyl-spiro[indoline-3,3'-pyrrolidine]-5'-carboxamido)-3-methoxybenzoic acid